6,7-dihydroxy-5,8-dimethyl-3,4-dihydroisoquinolin-1(2H)-one OC=1C(=C2CCNC(C2=C(C1O)C)=O)C